4-aminocubane-1-carbonitrile Hydrochloride Cl.NC12C3C4C5(C(C14)C2C53)C#N